5-[(4S)-2,2-dimethyloxetan-4-yl]-1H-indole-2-carboxylic acid ethyl ester C(C)OC(=O)C=1NC2=CC=C(C=C2C1)[C@@H]1CC(O1)(C)C